7-[(3aR,6aS)-hexahydropyrrolo[3,4-c]pyrrol-2(1H)-yl]-2-(2-methyl-1,3-benzoxazol-6-yl)-4H-pyrido[1,2-a]pyrimidin-4-one C1N(C[C@@H]2[C@H]1CNC2)C=2C=CC=1N(C(C=C(N1)C1=CC3=C(N=C(O3)C)C=C1)=O)C2